1-(3-(1H-pyrrolo[2,3-b]pyridin-5-yl)phenethyl)-3-(3-(trifluoromethyl)phenyl)urea N1C=CC=2C1=NC=C(C2)C=2C=C(CCNC(=O)NC1=CC(=CC=C1)C(F)(F)F)C=CC2